BrC1C(OCC1)=O 3-bromotetrahydrofuran-2-one